COC([C@H](CC#CC1=NC=CC=C1N)NC(=O)OC(C)(C)C)=O.ClC1=CC=C2C(=CNC2=C1)C=C[N+](=O)[O-] 6-chloro-3-(2-nitrovinyl)indole methyl-(2S)-5-(3-aminopyridin-2-yl)-2-{[(tert-butoxy)carbonyl]amino}pent-4-ynoate